ethyl 2,4-dioxo-1,2,3,4-tetrahydropyrimidine-5-carboxylate O=C1NC=C(C(N1)=O)C(=O)OCC